5-(4,5-dichloro-2-(4-fluoro-2-methylphenoxy)benzoylamino)picolinic acid ClC1=CC(=C(C(=O)NC=2C=CC(=NC2)C(=O)O)C=C1Cl)OC1=C(C=C(C=C1)F)C